[Na+].C(C(O)C(O)C(=O)O)(=O)[O-] DL-tartaric acid monosodium salt